FC1=C(C=C(C(=C1)F)F)CCCC(=O)O 4-(2,4,5-trifluorophenyl)butanoic acid